C1(=CC=CC2=CC=CC=C12)NC(C(=C)C)=O N-1-naphthyl-methacrylamide